C(C1=CC=CC=C1)(C1=CC=CC=C1)N1CCC(CC1)N1CC2=CC=C(C=C2CC1)N(CC(C)C)CC(C)C 2-(1-benzhydryl-piperidin-4-yl)-N,N-diisobutyl-1,2,3,4-tetrahydroisoquinolin-6-amine